[Na].ClC=1C=C(C=CC1)NC(C=C(S(=O)(=O)C1=CC=C(C)C=C1)F)=O N-(3-chlorophenyl)-3-fluoro-3-(p-toluenesulfonyl)acrylamide sodium